(4-((3-fluorobenzyl)oxy)phenyl)-4-(1,2,3,6-tetrahydropyridin-4-yl)-7H-pyrrolo[2,3-d]pyrimidine FC=1C=C(COC2=CC=C(C=C2)C=2N=C(C3=C(N2)NC=C3)C=3CCNCC3)C=CC1